1-(tert-Butyl) 2-ethyl (2S,5R)-5-cyano-5-cyclopropylpyrrolidine-1,2-dicarboxylate C(#N)[C@@]1(CC[C@H](N1C(=O)OC(C)(C)C)C(=O)OCC)C1CC1